BrC1=CC(=CC(=C1)OC(F)(F)F)N=C=O 1-bromo-3-isocyanato-5-(trifluoromethoxy)benzene